FC1=C(C(=C(C(=C1F)F)F)F)B(C1=C(C(=C(C(=C1F)F)F)F)F)C1=C(C(=C(C(=C1F)F)F)F)F tris(2,3,4,5,6-pentafluoro-phenyl)borane